3-(3-Methyl-2-oxo-5-((trimethylsilyl)ethynyl)-2,3-dihydro-1H-benzo[d]imidazol-1-yl)piperidine-2,6-dione CN1C(N(C2=C1C=C(C=C2)C#C[Si](C)(C)C)C2C(NC(CC2)=O)=O)=O